(2s,3r,4r,5s)-3,4,5-tris(benzyloxy)-2-(fluoromethyl)-1-((4-isopropylcyclohexyl)methyl)piperidine C(C1=CC=CC=C1)O[C@@H]1[C@H](N(C[C@@H]([C@H]1OCC1=CC=CC=C1)OCC1=CC=CC=C1)CC1CCC(CC1)C(C)C)CF